OC[C@H](C)NC(=O)C1(CC2=C(N(CC1)C(C1=C(C=C(C=C1)N1N=C(C=C1)C)C)=O)C=CC=C2)C N-[(S)-1-hydroxypropane-2-yl]-4-methyl-1-[2-methyl-4-(3-methyl-1H-pyrazole-1-yl)benzoyl]-2,3,4,5-tetrahydro-1H-benzo[b]azepine-4-carboxamide